β-ionon CC1=C(C(CCC1)(C)C)/C=C/C(=O)C